C(C)(C)(C)OC(=O)N1C[C@H](CC1)OC1CCNCC1 (3S)-3-(4-piperidinyloxy)pyrrolidine-1-carboxylic acid tert-butyl ester